(2S)-2-amino-4-[3-cyano-4-(trifluoromethyl)phenyl]-butanoic acid N[C@H](C(=O)O)CCC1=CC(=C(C=C1)C(F)(F)F)C#N